7-((S)-1-((2S,4r)-2-(aminomethyl)-6-oxo-5-oxa-7-azaspiro[3.4]oct-7-yl)ethyl)-3-(3-oxo-2,3-dihydro-1H-pyrazol-4-yl)-1H-indole-2-carboxylic acid NCC1CC2(C1)OC(N(C2)[C@@H](C)C=2C=CC=C1C(=C(NC21)C(=O)O)C=2C(NNC2)=O)=O